COC1=CC=C(C=C1)CCCC(=O)N1CCOCC1 4-(4-Methoxyphenyl)-1-morpholinobutan-1-one